4-((S)-1-cyclobutylethylamino)-2-((1r,4S)-4-methoxycyclohexylamino)-pyrimidine-5-carboxamide C1(CCC1)[C@H](C)NC1=NC(=NC=C1C(=O)N)NC1CCC(CC1)OC